2-((4-(2-(4-chloro-2-fluorophenyl)-2,3-dihydrobenzo[b][1,4]dioxin-5-yl)piperazin-1-yl)methyl)-3-((S)-oxetan-2-ylmethyl)-3H-imidazo[4,5-b]pyridine-5-carboxylic acid ClC1=CC(=C(C=C1)C1COC2=C(O1)C=CC=C2N2CCN(CC2)CC2=NC=1C(=NC(=CC1)C(=O)O)N2C[C@H]2OCC2)F